ClC1=NC(=CC(=C1)C(=O)N1CCOCC1)C1=CC(=CC=C1)[N+](=O)[O-] (2-chloro-6-(3-nitrophenyl)pyridin-4-yl)(morpholino)methanone